6-[(2R)-4-(2,4-dichlorobenzoyl)-2-ethylpiperazin-1-yl]-N-[(4,5-dihydro-1H-imidazol-2-yl)methyl]-3-(2-ethoxypyridin-3-yl)-2-fluorobenzamide ClC1=C(C(=O)N2C[C@H](N(CC2)C2=CC=C(C(=C2C(=O)NCC=2NCCN2)F)C=2C(=NC=CC2)OCC)CC)C=CC(=C1)Cl